(M,S)-4-(4-acryloyl-2-methylpiperazin-1-yl)-6,7-dichloro-1-(2-isopropyl-4-methylpyridin-3-yl)pyrido[2,3-d]pyrimidin C(C=C)(=O)N1C[C@@H](N(CC1)C=1C2=C(N(CN1)C=1C(=NC=CC1C)C(C)C)N=C(C(=C2)Cl)Cl)C